3'-(2-fluoro-11-oxo-10,11-dihydrodibenzo[b,f][1,4]thiazepine-8-carboxamido)-[1,1'-biphenyl]-4-carboxylic acid FC=1C=CC2=C(C(NC3=C(S2)C=CC(=C3)C(=O)NC=3C=C(C=CC3)C3=CC=C(C=C3)C(=O)O)=O)C1